3-(3-((6-((3-fluorobenzyl)oxy)pyridin-2-yl)methyl)isoxazol-5-yl)pyridin-2-amine FC=1C=C(COC2=CC=CC(=N2)CC2=NOC(=C2)C=2C(=NC=CC2)N)C=CC1